methyl endo-acrylate C(C=C)(=O)OC